C(C)N1N=C(C=C1C=1NC(=NN1)C1=C2C=NN(C2=CC(=C1C(F)(F)F)C(=O)N)C)C 4-[5-(1-ethyl-3-methyl-1H-pyrazol-5-yl)-4H-1,2,4-triazol-3-yl]-1-methyl-5-(trifluoromethyl)-1H-indazole-6-carboxamide